OC1=C(C=C(C=C1)C1(C=CC=C2C=C3C=CC=CC3=C12)C1=CC(=C(C=C1)O)C)C 4,4-bis(4-hydroxy-3-methylphenyl)fluorene